5-(1-ethoxyethenyl)-3-(ethylsulfanyl)-2-[3-methyl-6-(1,1,2,2,2-pentafluoroethyl)-3H-imidazo[4,5-b]pyridin-2-yl]pyridine C(C)OC(=C)C=1C=C(C(=NC1)C1=NC=2C(=NC=C(C2)C(C(F)(F)F)(F)F)N1C)SCC